3-methyl-5-(trifluoromethyl)isoxazole-4-carboxylic acid CC1=NOC(=C1C(=O)O)C(F)(F)F